C1(=CC=CC=C1)C=1C=C(C(=CC1)C1=CC=CC=C1)N 4-phenyl-[1,1'-biphenyl]-2-amine